CCCCCCCCCCCCCCCC(=O)OC[C@H](COP(=O)(O)OC[C@@H](C(=O)O)N)OC(=O)CCCCCCC/C=C\\CCCCCCCC The molecule is a 3-sn-phosphatidyl-L-serine compound with a palmitoyl group at the 1-position and an oleoyl group at the 2-position. It derives from a glycerol.